NC1=CC(=C(C=C1)C=1C(=NC=C(C1)C=1C=NN(C1)C)N)F 3-(4-amino-2-fluorophenyl)-5-(1-methyl-1H-pyrazol-4-yl)pyridin-2-ylamine